((4-(2-(5-Chloropyridin-2-yl)-2-methylbenzo[d][1,3]dioxan-4-yl)piperidin-1-yl)methyl)-7-cyclopropoxy-3-(((S)-oxetan-2-yl)methyl)-3H-imidazo[4,5-b]pyridine-5-carboxylic acid ClC=1C=CC(=NC1)C1(OC(C2=C(O1)C=CC=C2)C2CCN(CC2)CC2=NC=1C(=NC(=CC1OC1CC1)C(=O)O)N2C[C@H]2OCC2)C